C(#N)C=1C=CC2=CNN=C2C1OC1CC(C1)N(C(OC(C)(C)C)=O)C tert-butyl ((1S,3S)-3-((6-cyano-2H-indazol-7-yl)oxy)cyclobutyl)(methyl)-carbamate